butanediol bis(3-mercaptopropionate) SCCC(=O)OC(CCC)OC(CCS)=O